2-ethyl-1-hexyl anthranilate (2-ethylhexyl 2-aminobenzoate) C(C)C(CC=1C(=C(C(=O)O)C=CC1)N)CCCC.C(C=1C(N)=CC=CC1)(=O)OCC(CCCC)CC